tert-butyl 4-(2,2-difluoro-3-hydroxy-propyl)piperidine-1-carboxylate FC(CC1CCN(CC1)C(=O)OC(C)(C)C)(CO)F